ClC=1N=CC(=NC1)C(=O)NC1C(C(C1(C)C)OC1=CC(=C(C(=C1)C)C#N)C)(C)C 5-chloro-N-[3-(4-cyano-3,5-dimethyl-phenoxy)-2,2,4,4-tetramethyl-cyclobutyl]pyrazine-2-carboxamide